The molecule is a D-alanine derivative arising from reductive N-alkylation of D-alanine by pyridoxal-5-phosphate. It has a role as an epitope. It is a D-alanine derivative, a D-alpha-amino acid, a monohydroxypyridine and a phosphate monoester. It derives from a pyridoxal. It is a conjugate acid of a N-(5'-phosphonatopyridoxyl)-D-alaninate(2-). It is an enantiomer of a N-(5'-phosphopyridoxyl)-L-alanine. CC1=NC=C(C(=C1O)CN[C@H](C)C(=O)O)COP(=O)(O)O